sodium carboxymethyl methoxy succinate C(CCC(=O)OOC)(=O)OCC(=O)O.[Na]